C(C)OC([C@H]([C@H](CC(=C)C)C=O)NC1=CC=C(C=C1)OC)=O (2S,3S)-3-formyl-2-(4-methoxyanilino)-5-methyl-hex-5-enoic acid ethyl ester